1-(trans-4-morpholinocyclohexyl)-1H-pyrazolo[3,4-d]pyrimidin-4-amine O1CCN(CC1)[C@@H]1CC[C@H](CC1)N1N=CC=2C1=NC=NC2N